6-(tert-butyl)-10-(2,3-dimethoxypropoxy)-2-oxo-6,7-dihydro-2H-pyrido[2',1':3,4]pyrazino[1,2-b]indazole-3-carboxylic acid ethyl ester C(C)OC(=O)C=1C(C=C2N(C(CN3N=C4C(=CC=CC4=C32)OCC(COC)OC)C(C)(C)C)C1)=O